[Br-].C(CCC)C(CCCCCCCP)(CCCC)CCCC tributyl-octylphosphine bromide